C(C)(=O)C1=NN(C2=CC=C(C=C12)C=1C=NC(=NC1)OC1=CC=NC=C1)CC(=O)O (3-acetyl-5-(2-(pyridin-4-yloxy)pyrimidin-5-yl)-1H-indazol-1-yl)acetic acid